C(=O)O.NCC1(CCN(CC1)C1=NC=C(C(N1C)=O)SC1=C(C2=CN(N=C2C=C1)C)Cl)C 2-(4-(Aminomethyl)-4-methylpiperidin-1-yl)-5-((4-chloro-2-methyl-2H-indazol-5-yl)thio)-3-methylpyrimidin-4(3H)-one formate